N-(1-methylpiperidin-4-yl)-2-phenyl-7-(3-(pyrrolidin-1-yl)propyl)-7H-pyrrolo[2,3-d]pyridin-4-amine CN1CCC(CC1)NC1=C2C(C(C=N1)CCCN1CCCC1)=NC(=C2)C2=CC=CC=C2